3-bromo-5-(1-(2,3-difluorophenoxy)-4-((tetrahydro-2H-pyran-2-yl)oxy)butyl)-1-(methoxymethyl)-1H-1,2,4-triazole BrC1=NN(C(=N1)C(CCCOC1OCCCC1)OC1=C(C(=CC=C1)F)F)COC